(3R)-3-({2-[3-(2-Hydroxyethyl)-1,2,4-oxadiazol-5-yl][1,2,4]triazolo[1,5-c]quinazolin-5-yl}amino)azepan-2-one OCCC1=NOC(=N1)C1=NN2C(=NC=3C=CC=CC3C2=N1)N[C@H]1C(NCCCC1)=O